titanacyclopentene [Ti]1=CCCC1